N-(7-chloro-6-(1-((3S,4S)-4-hydroxy-3-methyltetrahydrofuran-3-yl)piperidin-4-yl)isoquinolin-3-yl)-2,2-dimethyl-3-(pyridin-2-yl)cyclopropane-1-carboxamide ClC1=C(C=C2C=C(N=CC2=C1)NC(=O)C1C(C1C1=NC=CC=C1)(C)C)C1CCN(CC1)[C@]1(COC[C@H]1O)C